di(3-fluorophenyl)phosphorus oxide FC=1C=C(C=CC1)[P](C1=CC(=CC=C1)F)=O